3-Benzyloxy-5-methoxy-phthalic Acid C(C1=CC=CC=C1)OC1=C(C(C(=O)O)=CC(=C1)OC)C(=O)O